CC(C(=O)N1C(CCCC1)C=1NC(=CN1)C1=CC=C(C=C1)C)C 2-Methyl-1-(2-(5-(p-tolyl)-1H-imidazol-2-yl)piperidin-1-yl)propan-1-one